COC1=CC=C(CN(C2=NC=CC=C2C(C)NC=2C3=C(N=C(N2)Cl)C(=C(N=C3)Cl)F)CC3=CC=C(C=C3)OC)C=C1 N-(1-(2-(bis(4-methoxybenzyl)amino)pyridin-3-yl)ethyl)-2,7-dichloro-8-fluoropyrido[4,3-d]pyrimidin-4-amine